C(#N)C=1C=C(C(=NC1)C=1C=C(SC1C)C(=O)OC)O methyl 4-(5-cyano-3-hydroxypyridin-2-yl)-5-methylthiophene-2-carboxylate